1-Hexyl-4-ethylpyridinium chlorid [Cl-].C(CCCCC)[N+]1=CC=C(C=C1)CC